4,5-dichloro-4,5-difluoro-2,2-bis(trifluoromethyl)-1,3-dioxan ClC1(OC(OCC1(F)Cl)(C(F)(F)F)C(F)(F)F)F